NC1=NC=CC2=C1C(=NN2[C@H]2C[C@@H](N(C2)C(C=C)=O)COC)C#CC2=CC1=CN(N=C1C=C2)CC 1-[(2R,4S)-4-[4-amino-3-[2-(2-ethylindazol-5-yl)ethynyl]pyrazolo[4,3-c]pyridin-1-yl]-2-(methoxymethyl)pyrrolidin-1-yl]prop-2-en-1-one